4-Amino-N-(pyrimidin-2-yl)-N-(2-(((3R,6R,8aS,9R,10S,12R,12aR)-3,6,9-trimeth-yldecahydro-12H-3,12-epoxy[1,2]dioxepino[4,3-i]isochromen-10-yl)oxy)ethyl)benzenesulfonamide NC1=CC=C(C=C1)S(=O)(=O)N(CCO[C@H]1O[C@H]2[C@@]34C([C@@H](CC[C@H]3[C@H]1C)C)CC[C@@](OO4)(O2)C)C2=NC=CC=N2